3-[4-[(4-iodoimidazol-1-yl)methyl]phenyl]-5-(trifluoromethyl)-1,2,4-oxadiazole IC=1N=CN(C1)CC1=CC=C(C=C1)C1=NOC(=N1)C(F)(F)F